C(#N)[C@H](C[C@H]1C(NCCC1)=O)NC(=O)C1N(CC2(C1)CCCCC2)C(=O)C=2NC1=CC=CC(=C1C2)OC N-((S)-1-cyano-2-((S)-2-oxopiperidin-3-yl)ethyl)-2-(4-methoxy-1H-indole-2-carbonyl)-2-azaspiro[4.5]decane-3-carboxamide